C(#N)N1[C@H]2[C@@H](C[C@@H]1CC2)N(C(=O)C2=CC=C1C(=NN(C1=C2)C)C2=NC(=CC=C2)C)C N-((1R,2R,4S)-7-cyano-7-azabicyclo[2.2.1]heptan-2-yl)-N,1-dimethyl-3-(6-methyl-2-pyridinyl)-1H-indazol-6-carboxamide